5-(2-(1H-pyrazol-4-yl)-4-(2-(6-(trifluoromethyl)imidazo[1,2-a]pyridin-3-yl)pyrimidin-4-yl)piperazine-1-carbonyl)pyrrolidin-2-one N1N=CC(=C1)C1N(CCN(C1)C1=NC(=NC=C1)C1=CN=C2N1C=C(C=C2)C(F)(F)F)C(=O)C2CCC(N2)=O